C1(CC1)NC(CN(C(C(C=1C=NC=CC1)N(C(=O)[C@@H]1N(C[C@@H](C1)OC)C(=O)OC(C)(C)C)C1=CC=C(C=C1)S(F)(F)(F)(F)F)=O)C)=O tert-butyl (2R,4R)-2-[[2-[[2-(cyclopropylamino)-2-oxo-ethyl]-methyl-amino]-2-oxo-1-(3-pyridyl) ethyl]-[4-(pentafluoro-λ6-sulfanyl)phenyl]carbamoyl]-4-methoxy-pyrrolidine-1-carboxylate